[Fe].CCCC(CC(CCC)=O)=O.CCCC(CC(CCC)=O)=O.CCCC(CC(CCC)=O)=O tris(4,6-nonanedione) iron